(3-(3-chlorophenyl)imidazo[1,2-a]pyridin-7-yl)(piperidin-1-yl)methanone ClC=1C=C(C=CC1)C1=CN=C2N1C=CC(=C2)C(=O)N2CCCCC2